(S)-7-(dimethylphosphoryl)-3-(2-((5,5-dimethylpiperidin-3-yl)amino)-5-(trifluoromethyl)pyrimidin-4-yl)-1H-indole-6-carbonitrile CP(=O)(C)C=1C(=CC=C2C(=CNC12)C1=NC(=NC=C1C(F)(F)F)N[C@@H]1CNCC(C1)(C)C)C#N